C(C1=CC=CC=C1)N(CCC(=O)NCCNC(=N)N)C=1SC(=C(N1)C1=CC(=C(C=C1)Cl)Cl)CC(C)C 3-(benzyl-(4-(3,4-dichlorophenyl)-5-isobutylthiazol-2-yl)amino)-N-(2-guanidinoethyl)propanamide